ClC1=CC(=C(C=C1)C=1C(=CC=CC1)C(=O)NC[C@]1(NC(NC1=O)=O)C1CC1)F 4'-chloro-N-{[(4R)-4-cyclopropyl-2,5-dioxoimidazolidin-4-yl]methyl}-2'-fluoro[biphenyl]-2-carboxamide